CC(C[C@@H](C)N1N=CC(=C1)C=1C=2N(C=C(N1)C=1C=NN(C1)C[C@H](CO)O)N=CC2)C (R)-3-(4-(4-(1-((R)-4-methylpent-2-yl)-1H-pyrazol-4-yl)pyrazolo[1,5-a]pyrazin-6-yl)-1H-pyrazol-1-yl)propane-1,2-diol